ClC=1C=C2C(=NC(=NC2=C(C1C1=C(C=CC=C1O)F)F)OC1CN(CC1)C)N1CCN(CC1)C(C=C)=O 1-(4-(6-chloro-8-fluoro-7-(2-fluoro-6-hydroxyphenyl)-2-(1-methyl-pyrrolidin-3-yloxy)quinazolin-4-yl)piperazin-1-yl)prop-2-en-1-one